COC=C(C(=O)OCC)C(C(Cl)Cl)=O ethyl 2-(methoxymethylene)-4,4-dichloro-3-oxobutyrate